2-[2-[4-[(5-Cyclopropyl-1H-pyrazol-3-yl)amino]pyrimidin-2-yl]-2-azabicyclo[2.1.1]hexan-4-yl]propan-2-ol C1(CC1)C1=CC(=NN1)NC1=NC(=NC=C1)N1C2CC(C1)(C2)C(C)(C)O